C(C1=CC=CC=C1)OC1=C2C=C(N(C2=CC=C1)C1=CC(=C(C=C1)F)C)C(CO)(C)C 2-[4-benzyloxy-1-(4-fluoro-3-methyl-phenyl)indol-2-yl]-2-methyl-propan-1-ol